C1(=CC=CC=C1)NC1=NC(=NC(=N1)N)C1=CC=CC=C1 N2,6-diphenyl-1,3,5-triazine-2,4-diamine